C(C)N(C(CC(C)=O)=O)CC.C(C)N(C(CC(C)=O)=O)CC N,N-diethyl-3-oxobutanamide (N,N-Diethyl-3-oxobutanamidate)